FC1(CCN(CC1)C(=O)[C@H]1CN(CCC1)S(=O)(=O)C1=CC=C(C=C1)S(=O)(=O)N1CC(C1)O)F (R)-(4,4-difluoropiperidin-1-yl)(1-((4-((3-hydroxyazetidin-1-yl)sulfonyl)phenyl)sulfonyl)piperidin-3-yl)methanone